O1C(=NC2=C1C=CC=C2)NC=2NC(=C(C(N2)C2=C(C=CC=C2)Cl)C(=O)N2CCC(CC2)C(=O)O)C 1-(2-(benzo[d]oxazol-2-ylamino)-4-(2-chlorophenyl)-6-methyl-1,4-dihydropyrimidine-5-carbonyl)piperidine-4-carboxylic acid